O1N=CC=C1CC(=O)N 5-isoxazoleacetamide